2-{[(2R)-4-{6-[(4-cyano-2-fluorophenoxy)methyl]-5-fluoropyridin-2-yl}-2-(fluoromethyl)pyrrolidin-1-yl]methyl}-1-{[(2S)-oxetan-2-yl]methyl}-1H-1,3-benzodiazole-6-carboxylic acid C(#N)C1=CC(=C(OCC2=C(C=CC(=N2)C2C[C@@H](N(C2)CC2=NC3=C(N2C[C@H]2OCC2)C=C(C=C3)C(=O)O)CF)F)C=C1)F